FC1=CC=C(C=N1)C1=C2N=CC=NC2=CC(=C1)[N+](=O)[O-] 5-(6-fluoropyridin-3-yl)-7-nitroquinoxaline